NC=1C2=C(N=C(N1)C1=CC=CC=C1)SC(=C2C(C)C)C(=O)N2CCCCC2 (4-amino-2-phenyl-5-isopropylthieno[2,3-d]pyrimidin-6-yl)(piperidin-1-yl)methanone